N[C@@H](CCCCN)C(=O)[O-].C[N+](C)(C)C tetramethylammonium lysine salt